1-((3R,5S)-3-(2-chloro-6-(imidazo[1,2-a]pyridin-7-yl)pyridin-4-yl)-5-(difluoromethyl)morpholino)prop-2-en-1-one ClC1=NC(=CC(=C1)[C@@H]1COC[C@H](N1C(C=C)=O)C(F)F)C1=CC=2N(C=C1)C=CN2